N-(3-Acetamido-4-methylphenyl)-3-(6-aminopyridin-3-yl)-1-methyl-1H-indazole-5-carboxamide C(C)(=O)NC=1C=C(C=CC1C)NC(=O)C=1C=C2C(=NN(C2=CC1)C)C=1C=NC(=CC1)N